2-(4'-chloro[1,1'-biphenyl]-3-yl)naphthalene ClC1=CC=C(C=C1)C1=CC(=CC=C1)C1=CC2=CC=CC=C2C=C1